COC(=O)C1=CC(=NN1CCCNC(=O)OC(C)(C)C)Br 3-bromo-1-(3-((tert-butoxycarbonyl)amino)propyl)-1H-pyrazole-5-carboxylic acid methyl ester